N1C=C(C=2C1=NC=CC2)C=2C=C1C(=NC=NC1=CC2)NCC(O)C2=CC=CC=C2 2-((6-(1H-pyrrolo[2,3-b]pyridin-3-yl)quinazolin-4-yl)amino)-1-phenylethan-1-ol